F[C@@H]1[C@@H](C1)NC(=O)C1=CN=C2N1N=C(C=C2NC([2H])([2H])[2H])NC2=NC=CN=C2OC N-((1R,2S)-2-fluorocyclopropyl)-6-((3-methoxypyrazin-2-yl)amino)-8-((methyl-d3)amino)imidazo[1,2-b]pyridazine-3-carboxamide